N-[3-[5-chloro-2-(difluoromethoxy)phenyl]-1-[[1-[2-(4-methylpiperazin-1-yl)ethyl]tetrazol-5-yl]methyl]pyrazol-4-yl]pyrazolo[1,5-a]pyrimidine-3-carboxamide ClC=1C=CC(=C(C1)C1=NN(C=C1NC(=O)C=1C=NN2C1N=CC=C2)CC2=NN=NN2CCN2CCN(CC2)C)OC(F)F